Cl.N1(CCC2=CC=CC=C12)C(CN1C[C@H](NCC1)C)=O 1-(2,3-Dihydro-1H-indol-1-yl)-2-[(3R)-3-methyl-piperazin-1-yl]ethan-1-one, hydrochloride salt